C(C)SC=1C=C(C=NC1C1=NC2=C(N=NC(=C2)C(F)(F)F)N1C)CC#N 2-[5-ethylsulfanyl-6-[7-methyl-3-(trifluoromethyl)imidazo[4,5-c]pyridazin-6-yl]-3-pyridyl]acetonitrile